3-(4,4-Dimethyl-1,3,2-dioxaborolan-2-yl)-2,5-dihydropyrrole-1-carboxylate CC1(OB(OC1)C=1CN(CC1)C(=O)[O-])C